3-(3-(4-(((tert-Butyldimethylsilyl)oxy)methyl)phenyl)-5-(5-methoxypyrazin-2-yl)-3H-imidazo[4,5-b]pyridin-2-yl)pyridin-2-amine [Si](C)(C)(C(C)(C)C)OCC1=CC=C(C=C1)N1C(=NC=2C1=NC(=CC2)C2=NC=C(N=C2)OC)C=2C(=NC=CC2)N